ClC=1C(=CC(=C(CN[C@@H](CO)C(=O)O)C1)OCC=1C=NC=C(C1)C#N)OCC1=C(C(=CC=C1)C1=C2CCN(C2=CC=C1)CCCN1CCC(CC1)O)Cl N-(5-chloro-2-((5-cyanopyridine-3-yl)methoxy)-4-(3-(1-(3-(4-hydroxypiperidin-1-yl)propyl)indoline-4-yl)-2-chlorobenzyloxy)Benzyl)-L-serine